tert-butyl (S)-1-(((R)-tert-butylsulfinyl)amino)-5-((trimethylsilyl)ethynyl)-1,3-dihydrospiro[indene-2,4'-piperidine]-1'-carboxylate C(C)(C)(C)[S@@](=O)N[C@@H]1C2=CC=C(C=C2CC12CCN(CC2)C(=O)OC(C)(C)C)C#C[Si](C)(C)C